5-methoxymethyl-2-methyl-piperazine COCC1NCC(NC1)C